tert-butyl 6-(hydroxymethyl)-8-(2-methylbutyl)-4,7-dioxohexahydro-2H-pyrazino[1,2-a]pyrimidine-1(6H)-carboxylate OCC1C(N(CC2N1C(CCN2C(=O)OC(C)(C)C)=O)CC(CC)C)=O